COC(=O)C1=CC(=NC2=C(C=CC=C12)C)C=1OC2=C(C1C)C=CC=C2 8-methyl-2-(3-methyl-1-benzofuran-2-yl)quinoline-4-carboxylic acid methyl ester